(S)-8-{2-[1-(4-fluorophenyl)ethylamino]-6-(pyrazin-2-ylamino)pyrimidin-4-yl}-1,3-dioxo-8-azaspiro[4.5]Decane-2-one FC1=CC=C(C=C1)[C@H](C)NC1=NC(=CC(=N1)N1CCC2(CC(C(C2=O)=O)=O)CC1)NC1=NC=CN=C1